4,4,4-trifluoro-2,3-bisMethyl-3-{[2-(pyridin-4-yl)pyrido[3,4-d]Pyrimidin-4-yl]Amino}butan-2-ol FC(C(C(C)(O)C)(NC=1C2=C(N=C(N1)C1=CC=NC=C1)C=NC=C2)C)(F)F